ClC1=CC=C(S1)CNC1=CC(=NN1)C1NCCC1 N-[(5-chlorothiophen-2-yl)methyl]-3-(pyrrolidin-2-yl)-1H-pyrazol-5-amine